CC(C)(C)[O-].[K+] Kalium tert-butylat